2-STYRYLBENZOTHIAZOLE C(=CC1=CC=CC=C1)C=1SC2=C(N1)C=CC=C2